5-(8-fluoroimidazo[1,2-a]pyridin-6-yl)-2-(3,3,3-trifluoropropyl)-7H-pyrrolo[2,3-d]pyrimidine FC=1C=2N(C=C(C1)C1=CNC=3N=C(N=CC31)CCC(F)(F)F)C=CN2